C(=O)O.C[C@@H]1CN(C[C@@H](N1)C)C1=C2C(=NC=C1)N(CC2)C(=O)NC2=CC=1C(N=C2OC)=NN(C1)C 4-((3R,5S)-3,5-dimethylpiperazin-1-yl)-N-(6-methoxy-2-methyl-2H-pyrazolo[3,4-b]pyridin-5-yl)-2,3-dihydro-1H-pyrrolo[2,3-b]pyridine-1-carboxamide formate